O1COC2=C1C=CC(=C2)/C=C/C(=O)N(C=2SC=CN2)C2=NC=CC=C2 (E)-3-(1,3-benzodioxol-5-yl)-N-(2-pyridyl)-N-thiazol-2-yl-prop-2-enamide